tert-Butyl(5-bromo-3-(3-(4-nitrophenyl)isoxazol-5-yl)pyrazin-2-yl)(tert-butoxycarbonyl)carbamate C(C)(C)(C)OC(N(C(=O)OC(C)(C)C)C1=NC=C(N=C1C1=CC(=NO1)C1=CC=C(C=C1)[N+](=O)[O-])Br)=O